The molecule is a monocyclic heteroarene with a structure consisting of a 5-membered ring containing three carbon atoms and an oxygen and nitrogen atom adjacent to each other. It is the parent of the class of isoxazoles. It is a mancude organic heteromonocyclic parent, a monocyclic heteroarene and a member of isoxazoles. C1=CON=C1